C(C)NC(=O)N1C(C(CCC1)NS(=O)(=O)C)CO[C@@H]1[C@H](CCC1)OC1=CC=CC=C1 N-ethyl-3-((methylsulfonyl)amino)-2-((((1S,2S)-2-phenoxycyclopentyl)oxy)methyl)-piperidine-1-carboxamide